O=CCCC1=C(C(=O)N)C=CC=C1 3-oxopropyl-benzamide